di-(2-methacryloxyethyl) ether C(C(=C)C)(=O)OCCOCCOC(C(=C)C)=O